CC1=NN(C(=N1)C)C1=NC(=NC=C1F)N1CCC(CC1)C(=O)N(CC1=C(C(=CC(=C1)F)F)F)C 1-(4-(3,5-dimethyl-1H-1,2,4-triazol-1-yl)-5-fluoropyrimidin-2-yl)-N-methyl-N-(2,3,5-trifluorobenzyl)piperidine-4-carboxamide